(S)-7-(1-methoxypropan-2-yl)-2-(methylsulfonyl)-7H-pyrrolo[2,3-d]pyrimidine-6-carbonitrile COC[C@H](C)N1C(=CC2=C1N=C(N=C2)S(=O)(=O)C)C#N